C(C)(C)(C)OC(=O)N1CC(C2=CC=C(C=C12)C(=O)O)C 1-(tert-butoxycarbonyl)-3-methylindoline-6-carboxylic acid